O1[C@H](COC2=C1C=CC=C2)CN2C[C@H](CCC2)C=2C=C(C=CC2)CO (3-{(R)-1-[(S)-1-(2,3-dihydrobenzo[1,4]dioxin-2-yl)methyl]piperidin-3-yl}phenyl)methanol